3-methylperfluorofluorene CC=1C(=C(C=2C(C3=C(C(=C(C(=C3C2C1F)F)F)F)F)(F)F)F)F